3-(isoquinolin-4-yl)-1-(2-methoxy-6-(trifluoromethyl)pyridin-3-yl)-2-oxoimidazolidine-4-carbonitrile C1=NC=C(C2=CC=CC=C12)N1C(N(CC1C#N)C=1C(=NC(=CC1)C(F)(F)F)OC)=O